(1R,4r)-4-((R)-1-(((R)-4-(((S)-2-((S)-3-methylpiperidin-1-yl)-1-(4-methylthiazol-5-yl)ethyl)amino)-6-phenyl-5,6,7,8-tetrahydroquinazolin-2-yl)amino)propyl)cyclohexane-1-carboxylic acid C[C@@H]1CN(CCC1)C[C@@H](C1=C(N=CS1)C)NC1=NC(=NC=2CC[C@H](CC12)C1=CC=CC=C1)N[C@H](CC)C1CCC(CC1)C(=O)O